N1=CN=C2C1=C1C([N+](=C2)[O-])=CCS1 imidazo[4,5-d]thieno[3,2-b]pyridine-5-oxide